CN(C(CCCCCCCCC)=O)C N,N-dimethyl-decanoic amide